2-Chloro-N-(4-(1-methyl-5-(3-(2-((7-nitrobenzo[c][1,2,5]oxadiazol-4-yl)amino)ethoxy)benzamido)-1H-pyrazol-3-yl)phenyl)benzamide ClC1=C(C(=O)NC2=CC=C(C=C2)C2=NN(C(=C2)NC(C2=CC(=CC=C2)OCCNC2=CC=C(C3=NON=C32)[N+](=O)[O-])=O)C)C=CC=C1